CC(C)(C1=CC=C(C=C1)C2=NC(=NC=C2Cl)NC3=CC=C(C=C3)CCN4CCOCC4)N 4-[4-(1-amino-1-methylethyl)phenyl]-5-chloro-n-[4-(2-morpholin-4-ylethyl)phenyl]pyrimidin-2-amine